CC(C(=O)C1=C(C=CC=C1)C)C1=CC=CC=C1 2,2'-dimethyl-2-phenyl-acetophenone